racemic-N-((5-phenyl-1,3,4-thiadiazol-2-yl)methyl)-1-(4,4,4-trifluorobutan-2-yl)-1H-1,2,3-triazole-4-carboxamide C1(=CC=CC=C1)C1=NN=C(S1)CNC(=O)C=1N=NN(C1)[C@H](C)CC(F)(F)F |r|